NC=1C(=NC=CN1)C(=O)NCC1=CC=C(C=C1)CCNC(C(C1=CC=C(C=C1)C)(F)F)=O 3-amino-N-[(4-{2-[2,2-difluoro-2-(4-methylphenyl)acetamido]ethyl}phenyl)methyl]pyrazine-2-carboxamide